C(C(CCC)CCC)(=O)[O-].C(C(CCC)CCC)(=O)O.[Na+] sodium valproate (valproat)